nickel monosulphate S(=O)(=O)([O-])[O-].[Ni+2]